C1(CC1)N1C=C2C(=NN(C(C2=CC1=O)=O)C)N[C@H](C)C1=C(C(=CC=C1)C(C(C)(C)OC)(F)F)F (R)-6-cyclopropyl-4-((1-(3-(1,1-difluoro-2-methoxy-2-methylpropyl)-2-fluorophenyl)ethyl)amino)-2-methyl-2,6-dihydropyrido[3,4-d]pyridazine-1,7-dione